ClC1=C(C(=O)N2CCN(CC2)C(CNC)=O)C=CC(=C1)NC=1C=2N(C=CN1)C(=CN2)C2=CC(=C(C=C2)OC)F 1-(4-(2-chloro-4-((3-(3-fluoro-4-methoxyphenyl)imidazo[1,2-a]pyrazin-8-yl)amino)benzoyl)piperazin-1-yl)-2-(methyl-amino)ethanone